ClC=1C=CC(=C(C1)C1=CC(=NC=N1)O)N1N=NN=C1 6-[5-chloro-2-(1H-1,2,3,4-tetrazol-1-yl)phenyl]pyrimidin-4-ol